FC1=CC(=C(C=C1F)NC(C)=O)C N-(4,5-difluoro-2-methylphenyl)acetamide